methyl 2-((tert-butoxycarbonyl)amino)-7-((4'-methyl-[1,1'-biphenyl]-3-yl)oxy)-1,2,3,4-tetrahydronaphthalene-2-carboxylate C(C)(C)(C)OC(=O)NC1(CC2=CC(=CC=C2CC1)OC=1C=C(C=CC1)C1=CC=C(C=C1)C)C(=O)OC